N-methoxy-methanamine CONC